C(#N)C1=CC(=C(C=C1)C1=CC(=NC(=C1)C1CC1)NC(=O)C=1C(N(C=C(C1)CN1C[C@H](OCC1)C)C1CC1)=O)C1=NC=CC=C1C N-[4-[4-cyano-2-(3-methylpyridin-2-yl)phenyl]-6-cyclopropylpyridin-2-yl]-1-cyclopropyl-5-[[(2R)-2-methylmorpholin-4-yl]methyl]-2-oxopyridine-3-carboxamide